Nickel-Manganese-Lithium-Cobalt [Co].[Li].[Mn].[Ni]